(2,3,5,6-tetrafluoro-3'-(trifluoromethoxy)-[1,1'-biphenyl]-4-yl)cyclopent-1-ene-1,2-dicarboxamide FC1=C(C(=C(C(=C1F)C1C(=C(CC1)C(=O)N)C(=O)N)F)F)C1=CC(=CC=C1)OC(F)(F)F